2-hydroxy-4-oxo-2-(trifluoromethyl)adipic acid-6-ethyl ester C(C)OC(CC(CC(C(=O)O)(C(F)(F)F)O)=O)=O